Cl[Pd-3](C1=NC=CC=C1Cl)(=C1N(C=CN1C1=C(C=CC=C1CCCCC(C)C)CCCCC(C)C)C1=C(C=CC=C1CCCCC(C)C)CCCCC(C)C)Cl dichloro[1,3-bis(2,6-diisoheptylphenyl)imidazol-2-ylidene](3-chloropyridinyl)palladium (II)